3-(5-fluoro-7-((4-((4-(4-fluorophenyl)piperazin-1-yl)methyl)benzyl)oxy)-3-oxo-1,3-dihydro-2H-indazol-2-yl)piperidine-2,6-dione FC=1C=C2C(N(NC2=C(C1)OCC1=CC=C(C=C1)CN1CCN(CC1)C1=CC=C(C=C1)F)C1C(NC(CC1)=O)=O)=O